CC1=CC=C(COC(C(=O)OCC2=CC=C(C=C2)C)=O)C=C1 di-(4-methylbenzyl)oxalate